1,1'-(ethane-1,2-diyl)bis(2-(2,4-difluoro-6-(5-oxo-4,5-dihydro-1,3,4-oxadiazol-2-yl)phenyl)-4-methoxy-1H-benzo[d]imidazole-5-carboxamide) C(CN1C(=NC2=C1C=CC(=C2OC)C(=O)N)C2=C(C=C(C=C2C=2OC(NN2)=O)F)F)N2C(=NC1=C2C=CC(=C1OC)C(=O)N)C1=C(C=C(C=C1C=1OC(NN1)=O)F)F